5-Benzyl-3-butyl-2,2-dimethylimidazolidin-4-one C(C1=CC=CC=C1)C1C(N(C(N1)(C)C)CCCC)=O